C(C)(C)(C)OC(=O)N1C[C@H]([C@@H](C1)N(C)C)C(=O)O (3R,4S)-1-(tert-butoxycarbonyl)-4-(dimethylamino)pyrrolidine-3-carboxylic acid